BrC=1C=CC=2N(C1)N=CC2S(=O)(=O)NC=2C(=NC(=C(C2)F)C2CC2)OC 6-bromo-N-(6-cyclopropyl-5-fluoro-2-methoxy-3-pyridyl)pyrazolo[1,5-a]pyridine-3-sulfonamide